N-[(1R)-1-[4-methoxy-3-(4,4,5,5-tetramethyl-1,3,2-dioxaborolan-2-yl)phenyl]ethyl]-2-methyl-5-(4-methylpiperazin-1-yl)benzamide COC1=C(C=C(C=C1)[C@@H](C)NC(C1=C(C=CC(=C1)N1CCN(CC1)C)C)=O)B1OC(C(O1)(C)C)(C)C